ethyl 3-(2-chloro-6-nitrophenyl)-2-oxopropionate ClC1=C(C(=CC=C1)[N+](=O)[O-])CC(C(=O)OCC)=O